OCC(CC)NC(C(=C)C)=O N-(1-hydroxybutan-2-yl)methacrylamide